ClC=1C(=NC(=NC1)NC1=C(C=C(C=C1)N(C1CCN(CC1)C)C)OC(F)F)NC1=C(SC=C1)C(=O)N 3-((5-chloro-2-((2-(difluoromethoxy)-4-(methyl(1-methylpiperidin-4-yl)amino)phenyl)amino)pyrimidin-4-yl)amino)thiophene-2-carboxamide